CN(C1=CC=C(C(=O)NC2CCC3=CC(=CC=C23)\C=C\C(=O)NO)C=C1)C (E)-4-(dimethylamino)-N-(5-(3-(hydroxyamino)-3-oxoprop-1-en-1-yl)-2,3-dihydro-1H-inden-1-yl)benzamide